3-(6-oxo-6,8-dihydro-2H,7H-spiro[furo[2,3-e]isoindole-3,4'-piperidin]-7-yl)piperidine-2,6-dione hydrochloride Cl.O=C1N(CC2=C3C(=CC=C12)C1(CCNCC1)CO3)C3C(NC(CC3)=O)=O